2-(1H-benzopyrazol-1-yl)acetamide N1(N=CC2=C1C=CC=C2)CC(=O)N